2-[(4-propylpiperazin-1-yl)methyl]-1H-indole C(CC)N1CCN(CC1)CC=1NC2=CC=CC=C2C1